O=C1NC(CCC1NC1=CC(=C(C=C1)N1CCN(CC1)CC1CCC(CC1)NC(OC(C)(C)C)=O)F)=O tert-butyl N-[4-[[4-[4-[(2,6-dioxo-3-piperidyl)amino]-2-fluoro-phenyl]piperazin-1-yl] methyl]cyclohexyl]carbamate